5-(3-(4-(1H-indol-4-yl)piperazin-1-yl)propoxy)-2-fluorobenzonitrile N1C=CC2=C(C=CC=C12)N1CCN(CC1)CCCOC=1C=CC(=C(C#N)C1)F